N-{4-chloro-3-[4-(6-ethoxypyridin-3-yl)-6-oxo-1,6-dihydropyrimidin-2-yl]-2-fluorobenzyl}isobutyramide ClC1=C(C(=C(CNC(C(C)C)=O)C=C1)F)C=1NC(C=C(N1)C=1C=NC(=CC1)OCC)=O